(6aR,10aR)-2-bromo-6,6,9-trimethyl-2-pentyl-6a,7,8,10a-tetrahydrobenzo[c]chromen-1-ol BrC1(C(C=2[C@H]3[C@H](C(OC2C=C1)(C)C)CCC(=C3)C)O)CCCCC